4-(benzylthio)-1-cyclopropyl-1H-pyrazole C(C1=CC=CC=C1)SC=1C=NN(C1)C1CC1